N-Cyclopropyl-4-[5-methyl-4-(2-oxo-2,3-dihydro-benzooxazol-5-ylamino)-pyrimidin-2-ylamino]-benzamide trifluoroacetic acid salt FC(C(=O)O)(F)F.C1(CC1)NC(C1=CC=C(C=C1)NC1=NC=C(C(=N1)NC=1C=CC2=C(NC(O2)=O)C1)C)=O